cis-N-(3-(2H-1,2,3-triazol-2-yl)-4-(trifluoromethyl)phenyl)-1-(5-methyl-1,3,4-oxadiazol-2-yl)-3-(trifluoromethyl)-6-azabicyclo[3.1.1]heptane-6-carboxamide N=1N(N=CC1)C=1C=C(C=CC1C(F)(F)F)NC(=O)N1C2CC(CC1(C2)C=2OC(=NN2)C)C(F)(F)F